2-((6-(((4-methylbenzyl)amino)methyl)imidazo[1,2-a]pyridin-2-yl)methyl)-5-phenyl-2,7-naphthyridin-1(2H)-one CC1=CC=C(CNCC=2C=CC=3N(C2)C=C(N3)CN3C(C2=CN=CC(=C2C=C3)C3=CC=CC=C3)=O)C=C1